COC(=O)C1=CC=C2C(=N1)N(C(=N2)CC)C[C@H]2OCC2 ethan-yl-3-(((S)-oxetan-2-yl)methyl)-3H-imidazo[4,5-b]Pyridine-5-carboxylic acid methyl ester